1-(6-amino-5-fluoropyridin-2-yl)-N-(5-cyano-2-methyl-4-(2H-1,2,3-triazol-2-yl)phenyl)-5-(trifluoromethyl)-1H-pyrazole-4-carboxamide NC1=C(C=CC(=N1)N1N=CC(=C1C(F)(F)F)C(=O)NC1=C(C=C(C(=C1)C#N)N1N=CC=N1)C)F